N-(1-aminomethyl)-1-aminomethylsilanetriol tert-Butyl-1-(((tert-butyldimethylsilyl)oxy)methyl)-4-formyl-7-azabicyclo-[2.2.1]heptane-7-carboxylate C(C)(C)(C)C1C2(CCC(C1)(N2C(=O)O)C=O)CO[Si](C)(C)C(C)(C)C.NCNC[Si](O)(O)O